OC1=CC=C(C=C1)\C=C\C(=O)C1=CC=C(C=C1)N(C)C 4-Hydroxy-4'-dimethylaminochalcone